N1=CC(=CC=C1)C1=NN(C=C1)C=1N=C(C2=C(N1)C=CC=N2)N2CCOCC2 4-(2-(3-(pyridin-3-yl)-1H-pyrazol-1-yl)pyrido[3,2-d]pyrimidin-4-yl)morpholine